(+)-7-{Cyclopropyl[1-(2-fluorophenyl)-1H-1,2,3-triazol-4-yl]methyl}-5-(4-methoxypyrimidin-5-yl)-7H-pyrrolo[2,3-d]pyrimidin-4-amine C1(CC1)C(N1C=C(C2=C1N=CN=C2N)C=2C(=NC=NC2)OC)C=2N=NN(C2)C2=C(C=CC=C2)F